C(C)(=O)C1=C(C=CC=C1)N(C(C#C)=O)CC1=CC=CC=C1 N-(2-acetylphenyl)-N-benzylpropiolamide